((R)-1-(((S)-1-((2-(6-aminopyridin-3-yl)ethyl)amino)-1-oxopropan-2-yl)amino)-1-oxo-4-phenylbutan-2-yl)carbamic acid tert-butyl ester C(C)(C)(C)OC(N[C@@H](C(=O)N[C@H](C(=O)NCCC=1C=NC(=CC1)N)C)CCC1=CC=CC=C1)=O